[Br-].NCCN1CN(C=C1)C 1-(2-aminoethyl)-3-methylimidazole bromide